OC1CC(CN(C1)CC1=CC=C(C=C1)OC)C=1C(=C2COC(C2=CC1)=O)C 5-(5-hydroxy-1-(4-methoxybenzyl)piperidin-3-yl)-4-methyl-isobenzofuran-1(3H)-one